N,N-dimethylpropan-2-ynamide CN(C(C#C)=O)C